P(=O)(OC[C@H]1O[C@@H](C[C@@H]1OP(=O)([O-])OCCCC)N1C(N=C(C=C1)N)=O)(OCCCC)[O-].[Na+].[Na+] |&1:6| sodium ((2R,3S,SR)-5-(4-amino-2-oxopyrimidin-1(2H)-yl)-3-((butoxyoxidophosphoryl)oxy)tetrahydrofuran-2-yl)methyl butyl phosphate